NCC1C(C2(C(C=3C(=NC(=CC3O2)Cl)OC)(C1O)O)C1=CC=C(C=C1)Br)C1=CC=CC=C1 7-(aminomethyl)-5a-(4-bromophenyl)-3-chloro-1-methoxy-6-phenyl-5a,6,7,8-tetrahydro-8aH-cyclopenta[4,5]furo[3,2-c]pyridine-8,8a-diol